Tetradecyl-dimethylbenzyl-ammonium chloride [Cl-].C(CCCCCCCCCCCCC)[N+](CC1=CC=CC=C1)(C)C